2-((3,5-dicyano-4-ethyl-6-(1,7-diazaspiro[3.5]non-1-yl)pyridin-2-yl)thio)-2-phenylacetamide C(#N)C=1C(=NC(=C(C1CC)C#N)N1CCC12CCNCC2)SC(C(=O)N)C2=CC=CC=C2